C(CCC)C1(NC(=NC(=C1N)Cl)SCCC)N 4-butyl-6-chloro-2-(propylsulfanyl)pyrimidine-4,5-diamine